N-(1-(4-(dimethylamino)but-2-enoyl)azetidin-3-yl)-5-methylthiophene-2-carboxamide CN(CC=CC(=O)N1CC(C1)NC(=O)C=1SC(=CC1)C)C